2-[4-tert-butyl-2-(4-fluoro-2-methoxy-phenoxy)-6-methyl-phenyl]-4-oxo-1H-1,6-naphthyridine-5-carboxamide C(C)(C)(C)C1=CC(=C(C(=C1)C)C=1NC=2C=CN=C(C2C(C1)=O)C(=O)N)OC1=C(C=C(C=C1)F)OC